O1N=C(C2=C1CCCC2)CN (4,5,6,7-Tetrahydrobenzo[d]isoxazol-3-yl)methanamine